C(C)N1C(=NC=2C1=NC(=CC2)C=2C=CN1N=C(N=CC12)NC1CCC(CC1)O)C 4-((5-(3-ethyl-2-methyl-3H-imidazo[4,5-b]pyridin-5-yl)pyrrolo[2,1-f][1,2,4]triazin-2-yl)amino)cyclohexan-1-ol